ClC=1C=C(OCC(=O)OCC)C=CC1CC1=C(C(=C(C=C1)O)C(C)C)F ethyl 2-(3-chloro-4-(2-fluoro-4-hydroxy-3-isopropylbenzyl)phenoxy)acetate